2-[4-(chloromethyl)phenyl]-1-ethyl-4-(trifluoromethyl)imidazole ClCC1=CC=C(C=C1)C=1N(C=C(N1)C(F)(F)F)CC